N=1NN=NC1C1=CC=C(C=C1C1=CC=C(C=C1)CN1C(=NC=C1C(=O)NCC=1C=NN(C1)C)CCCC)C1=CC=CC=C1 1-((6'-(2H-tetrazol-5-yl)-[1,1':3',1''-terphenyl]-4-yl)methyl)-2-butyl-N-((1-methyl-1H-pyrazol-4-yl)methyl)-1H-imidazole-5-carboxamide